CC(CN1C(C(C)=CC1=O)=O)CCCN1C(C(C)=CC1=O)=O 2-methyl-1,5-bis(citraconimido)pentane